benzyl ((S)-(naphthalen-1-yloxy)((S)-2,2,2-trifluoro-1-((2S,3S,5R)-5-(5-fluoro-2,4-dioxo-3,4-dihydropyrimidin-1(2H)-yl)-3-hydroxytetrahydrofuran-2-yl)ethoxy)phosphoryl)-L-alaninate C1(=CC=CC2=CC=CC=C12)O[P@@](=O)(O[C@H](C(F)(F)F)[C@H]1O[C@H](C[C@@H]1O)N1C(NC(C(=C1)F)=O)=O)N[C@@H](C)C(=O)OCC1=CC=CC=C1